OC1=CC=C([C@@H](N)C(=O)O)C=C1 (-)-4-hydroxy-D-phenylglycine